N1=C(C=C2N1COCC2)CC=2C(=NN(N2)C)C2=C(C=CC(=C2)F)[C@@H](C)O (R)-1-(2-(5-((4,5-dihydro-7H-pyrazolo[1,5-c][1,3]oxazin-2-yl)methyl)-2-methyl-2H-1,2,3-triazol-4-yl)-4-fluorophenyl)ethan-1-ol